1-(4-chlorophenoxy)-1-(imidazol-1-yl)-3,3-dimethylbutan-2-one ClC1=CC=C(OC(C(C(C)(C)C)=O)N2C=NC=C2)C=C1